tert-Butyl (5-chloro-3-iodo-2-methylpyrazolo[1,5-a]pyrimidin-7-yl)(3-(1-methyl-1H-imidazol-2-yl)benzyl)carbamate ClC1=NC=2N(C(=C1)N(C(OC(C)(C)C)=O)CC1=CC(=CC=C1)C=1N(C=CN1)C)N=C(C2I)C